butan-ol C(CCC)O